N-(4-(1-(isoxazole-4-carbonyl)-1,2,3,6-tetrahydropyridin-4-yl)-1H-pyrrolo[2,3-b]pyridin-6-yl)cyclopropylcarboxamide O1N=CC(=C1)C(=O)N1CCC(=CC1)C1=C2C(=NC(=C1)NC(=O)C1CC1)NC=C2